tert-butyl N-[2-({2-methanesulfonyl-5-[2-(triisopropylsilyl)ethynyl]pyrido[2,3-d]pyrimidin-7-yl}amino)-3-methylbutyl]carbamate CS(=O)(=O)C=1N=CC2=C(N1)N=C(C=C2C#C[Si](C(C)C)(C(C)C)C(C)C)NC(CNC(OC(C)(C)C)=O)C(C)C